NC([C@H](CO)NC(=O)C1=C(OC2=C1C=C(C=C2)OCC2=C(C=CC=C2)C#N)C)=O (S)-N-(1-Amino-3-hydroxy-1-oxopropan-2-yl)-5-((2-cyanobenzyl)oxy)-2-methylbenzofuran-3-carboxamide